(3,4,5-trimethoxyphenyl)methanol COC=1C=C(C=C(C1OC)OC)CO